FC=1C=C2C(NN=C(C2=CC1F)[C@@H](C)N(C(=O)C=1NC2=CC=C(C=C2C1)F)C)=O (R)-N-(1-(6,7-difluoro-4-oxo-3,4-dihydrophthalazin-1-yl)ethyl)-5-fluoro-N-methyl-1H-indole-2-carboxamide